C(CCCCCCC\C=C/CCCCCCCC)(=O)C1C(CCCC1=O)=O 2-oleoyl-cyclohexane-1,3-dione